C(C)(C)(C)OC(=O)N1CCN(CC1)C=1C2=C(N=C(N1)C(=O)O)OC1(CC2)CCCC2=CC=CC(=C21)C 4'-(4-(tert-butoxycarbonyl)piperazin-1-yl)-8-methyl-3,4,5',6'-tetrahydro-2H-spiro[naphthalene-1,7'-pyrano[2,3-d]pyrimidine]-2'-carboxylic acid